C(C)(C)N(C(C)C)C(C)C N,N-diisopropyl-isopropylamine